OC1=C2C3=C(C(OC2=CC(=C1C1=NNC(O1)=O)CCCCC)(C)C)C=CC(=C3)C 5-(1-hydroxy-6,6,9-trimethyl-3-pentyl-6H-benzo[c]chromen-2-yl)-1,3,4-oxadiazol-2(3H)-one